sodium 3-mercapto-propylsulfonate Salt SCCCS(=O)(=O)[O-].[Na+]